COC(C1=CC(=C(C=C1)N)NC)=O 4-Amino-3-(methylamino)benzoic acid methyl ester